amino-5-picoline NC1=NC=C(C=C1)C